O=C1NCCC2=C1C=C(S2)CNC(OC(C)(C)C)=O tert-butyl ((4-oxo-4,5,6,7-tetrahydrothieno[3,2-c]pyridin-2-yl)methyl)carbamate